BrC1=NC2=C(N1C)C=CC=C2 2-bromo-1-methyl-1H-benzo[d]Imidazole